NC=1C2=C(N=CN1)N(C=C2)[C@H]2[C@@H]([C@@]([C@H](O2)COC2=CC=C1C=CC(=NC1=C2)N)(O)C#C)O (2R,3S,4R,5R)-5-(4-amino-7H-pyrrolo[2,3-d]pyrimidin-7-yl)-2-(((2-aminoquinolin-7-yl)oxy)methyl)-3-ethynyltetrahydrofuran-3,4-diol